FC(C1=CC(=CN=N1)NC(=O)N1C[C@@](C2=C1C=NC=1N2N=C(C1)CC(F)(F)F)(C(F)(F)F)C)F (S)-N-(6-(difluoromethyl)pyridazin-4-yl)-8-methyl-2-(2,2,2-trifluoroethyl)-8-(trifluoromethyl)-7,8-dihydro-6H-pyrazolo[1,5-a]pyrrolo[2,3-e]pyrimidine-6-carboxamide